cyclobutyl-(3-(4-fluorophenyl)pyridin-2-yl)methanamine C1(CCC1)C(N)C1=NC=CC=C1C1=CC=C(C=C1)F